8-(4-((trimethylsilyl)ethynyl)phenyl)-1,4-dioxa-8-azaspiro[4.5]decane C[Si](C)(C)C#CC1=CC=C(C=C1)N1CCC2(OCCO2)CC1